Ethyl (2R,3S)-2-[4-(cyclopentylamino)phenyl]-1-(2-fluoro-6-methyl-benzoyl)piperidine-3-carboxylate C1(CCCC1)NC1=CC=C(C=C1)[C@@H]1N(CCC[C@@H]1C(=O)OCC)C(C1=C(C=CC=C1C)F)=O